((5R,8r)-4,4-difluoro-1-oxaspiro[4.5]decan-8-yl)-4-(5-(5-fluoro-2-methoxypyridin-4-yl)-1H-pyrazole-3-carbonyl)-4-azaspiro[2.5]octane-7-carboxamide FC1(CCOC12CCC(CC2)C2CC21N(CCC(C1)C(=O)N)C(=O)C1=NNC(=C1)C1=CC(=NC=C1F)OC)F